2-Naphthyl octanoate C(CCCCCCC)(=O)OC1=CC2=CC=CC=C2C=C1